C(#N)C=1C=C(C=NC1)[C@H]1N(OCC1)C(=O)C1CCN(CC1)C1=NC=C(C(=N1)OCC(=O)N)F 2-[2-[4-[(3S)-3-(5-cyano-3-pyridyl)isoxazolidine-2-carbonyl]-1-piperidyl]-5-fluoro-pyrimidin-4-yl]oxyacetamide